OC1CN(C1)C(C1=CC=CC=C1)C1=CC=CC=C1 3-hydroxy-1-benzhydryl-azetidine